(3S,4S)-4-{[1-(2,4-Difluoro-phenyl)-1H-[1,2,3]triazole-4-carbonyl]amino}-3-(1-pyridin-2-yl-cyclopropylcarbamoyl)-piperidine-1-carboxylic Acid Tert-Butyl Ester C(C)(C)(C)OC(=O)N1C[C@@H]([C@H](CC1)NC(=O)C=1N=NN(C1)C1=C(C=C(C=C1)F)F)C(NC1(CC1)C1=NC=CC=C1)=O